2,5-dimethyl-2,6-di(tertiarybutylperoxy)hexane CC(C)(CCC(COOC(C)(C)C)C)OOC(C)(C)C